CN1[C@@H](C(N(CC1)C)=O)C1=CC=C(C=C1)NC=1C(N(C=C(N1)C=1C(=C(C=CC1)NC(=O)C1=CC2=C(S1)CCCC2)C)C)=O (R)-N-(3-(6-((4-(1,4-dimethyl-3-oxopiperazin-2-yl)phenyl)amino)-4-methyl-5-oxo-4,5-dihydropyrazin-2-yl)-2-methylphenyl)-4,5,6,7-tetrahydrobenzo[b]thiophene-2-carboxamide